((1S,4S,6R)-6-((5-chloropyridin-2-yl)amino)-2-azabicyclo[2.2.1]hept-2-yl)(4-fluoro-2-(pyrimidin-2-yl)phenyl)methanone ClC=1C=CC(=NC1)N[C@@H]1C[C@@H]2CN([C@H]1C2)C(=O)C2=C(C=C(C=C2)F)C2=NC=CC=N2